F[C@@H]1[C@@]2(CCC[C@H](C[C@H]1C(=C)C=1N=CC(=NC1)C=1C(=CC(=NC1)N1C=NC=C1)O)N2)C 5-(5-(1-((1S,2S,3S,5R)-2-fluoro-1-methyl-9-azabicyclo[3.3.1]nonan-3-yl)vinyl)pyrazin-2-yl)-2-(1H-imidazol-1-yl)pyridin-4-ol